4-(2,6-dimethyl-6,7-dihydropyrazolo[1,5-a]pyrimidin-4(5H)-yl)-N-(5-(6-methylpyrazin-2-yl)pyridin-2-yl)-4-oxobutanamide CC1=NN2C(N(CC(C2)C)C(CCC(=O)NC2=NC=C(C=C2)C2=NC(=CN=C2)C)=O)=C1